BrCC1=CC=C(C(=O)NC2(CC2)CBr)C=C1 4-(Bromomethyl)-N-(1-(bromomethyl)cyclopropyl)benzamide